(Isatine) lithium salt [Li].N1C(=O)C(=O)C2=CC=CC=C12